1-(thiazol-4-yl)cyclopropanecarbonitrile S1C=NC(=C1)C1(CC1)C#N